COC1=NC=C(C(=N1)OC)C1=CC(=C(N=N1)C)C1CN(CC1)C(=O)OC(C)(C)C tert-Butyl 3-[6-(2,4-dimethoxypyrimidin-5-yl)-3-methyl-pyridazin-4-yl]pyrrolidine-1-carboxylate